2,5-dihydrophosphole 1-oxide P1(CC=CC1)=O